(2S,3S,4R,5R)-5-(6-(2-Fluoro-5-methylbenzylamino)-2-(5-methylpyridin-3-yl)-9H-purin-9-yl)-3,4-dihydroxy-N-methyl-tetrahydrofuran-2-carboxamide FC1=C(CNC2=C3N=CN(C3=NC(=N2)C=2C=NC=C(C2)C)[C@H]2[C@@H]([C@@H]([C@H](O2)C(=O)NC)O)O)C=C(C=C1)C